C(C)(C)(C)OC(=O)NC1(CC(C1)(F)F)C(=O)O 1-[(tert-butoxycarbonyl)amino]-3,3-difluorocyclobutane-1-carboxylic acid